2-[(7R)-3-[(3-chloro-2-methoxyphenyl)amino]-2-(3-fluoropyridin-4-yl)-4-oxo-1H,5H,6H,7H-pyrrolo[3,2-c]pyridin-7-yl]acetamide ClC=1C(=C(C=CC1)NC1=C(NC2=C1C(NC[C@H]2CC(=O)N)=O)C2=C(C=NC=C2)F)OC